C1C(O1)C2=CC=CC=C2 The molecule is an epoxide that is oxirane in which one of the hydrogens has been replaced by a phenyl group. It has a role as a human xenobiotic metabolite. It derives from a hydride of a styrene.